ethyl 1-(6-aminohexyl)-1H-pyrazole-5-carboxylate NCCCCCCN1N=CC=C1C(=O)OCC